1-((1-methyl-1H-pyrazol-4-yl)sulfonyl)piperidin-4-amine 2,2,2-trifluoroacetate FC(C(=O)O)(F)F.CN1N=CC(=C1)S(=O)(=O)N1CCC(CC1)N